(S)-ethyl 2-amino-3-methylbutyrate HCl Cl.N[C@H](C(=O)OCC)C(C)C